CN(C=1C=C(CN(C2=CC(=NC=C2)COCCOCCOCC2=CC(=CC=C2)OC)CC2=CC(=CC=C2)OC)C=CC1)C N-(3-(dimethylamino)benzyl)-N-(3-methoxybenzyl)-2-((2-(2-(3-methoxybenzyloxy)ethoxy)ethoxy)methyl)pyridin-4-amine